ClC=1C=C(C(=NC1)NC(=O)C1=NC(=CN=C1)C=1C=NC(=CC1)C(F)(F)F)C N-(5-chloro-3-methylpyridin-2-yl)-6-(6-(trifluoromethyl)pyridin-3-yl)pyrazine-2-carboxamide